C1=CC=CC=2C3=CC=CC=C3N(C12)C1=C(C(=CC(=C1)C)C1=C(C=CC(=C1)F)OC[Ge](C(C)C)(C(C)C)COC1=C(C=C(C=C1)F)C1=C(C(=CC(=C1)C)N1C2=CC=CC=C2C=2C=CC=CC12)O)O 2-carbazol-9-yl-6-[2-[[[2-(3-carbazol-9-yl-2-hydroxy-5-methyl-phenyl)-4-fluoro-phenoxy]methyl-diisopropyl-germanyl]methoxy]-5-fluoro-phenyl]-4-methyl-phenol